nickel bis(trifluoromethanesulfonic acid) FC(S(=O)(=O)O)(F)F.FC(S(=O)(=O)O)(F)F.[Ni]